C(=O)=C1NC=CC2=C(C=CC=C12)C=1N(C(=CN1)C(=O)NC1=CC(=NC=C1)C(F)(F)F)C(F)(F)F 2-(1-carbonyl-1,2-dihydroisoquinolin-5-yl)-1-(trifluoromethyl)-N-(2-(trifluoromethyl)pyridin-4-yl)-1H-imidazole-5-carboxamide